C(C(=O)O)(=O)O.COC=1C=C(C=CC1)N1CCN(CC1)CCCCC(=O)N1C2=C(CCC3=C1C=CC=C3)C=CC(=C2)Cl 5-[4-(3-methoxyphenyl)piperazin-1-yl]-1-[3-chloro-10,11-dihydro-5H-dibenzo[b,f]azepin-5-yl]pentan-1-one oxalate